FC=1C(N(C=C(C1)C1=C(C=CC(=C1)CS(=O)(=O)C)OCC(F)(F)F)C)=O 3-fluoro-1-methyl-5-[5-(methylsulfonylmethyl)-2-(2,2,2-trifluoroethoxy)phenyl]pyridin-2-one